phosphopyruvate P(=O)(=O)CC(C(=O)[O-])=O